ClC1=CC(=NC(=C1)C1=NN=CN1C)N1CCOCC1 4-[4-chloro-6-(4-methyl-1,2,4-triazol-3-yl)pyridin-2-yl]morpholine